BrC1=CN=CC2=CC(=CC=C12)Br 4,7-dibromoisoquinoline